C(C)(C)(C)OC(=O)N=[S@@](=O)(C=1C(=NC(=CC1)C)O[C@H](C)CCCCNC1CCC(CC1)(F)F)N1[C@@H](CCC1)C(=O)O ((S)-N-(tert-butoxycarbonyl)-2-(((R)-6-((4,4-difluorocyclohexyl)amino)hexan-2-yl)oxy)-6-methylpyridine-3-sulfonimidoyl)-L-proline